((1r,3r)-3-((5-([1,2,4]triazolo[4,3-a]pyridin-6-yl)-4-methoxy-7H-pyrrolo[2,3-d]pyrimidin-2-yl)amino)-1-methylcyclobutyl)(pyrrolidin-1-yl)methanone N=1N=CN2C1C=CC(=C2)C2=CNC=1N=C(N=C(C12)OC)NC1CC(C1)(C)C(=O)N1CCCC1